8-Bromo-2-(4,4-difluorocyclohexyl)-6-methyl-chromen-4-one BrC=1C=C(C=C2C(C=C(OC12)C1CCC(CC1)(F)F)=O)C